BrC1=C(C=C2C=NC=NC2=C1F)I 7-bromo-8-fluoro-6-iodoquinazoline